C(C)(C)C1=CC=C(C=C1)C=1C=NN2C1N=CC(=C2C)C(=O)N[C@@H](COC2=CC=CC=C2)C (R)-3-(4-isopropylphenyl)-7-methyl-N-(1-phenoxypropan-2-yl)pyrazolo[1,5-a]pyrimidine-6-carboxamide